C1(CC1)CC1NC(CC12CCN(CC2)C2CC1CCC(C2)N1C1=NC(=NO1)C)=O 1-(cyclopropylmethyl)-8-(8-(3-methyl-1,2,4-oxadiazol-5-yl)-8-azabicyclo[3.2.1]oct-3-yl)-2,8-diazaspiro[4.5]decan-3-one